BrC1=C(C=2C(=NC=C3C2N(C(N3C)=O)[C@H]3C[C@@H](CC3)NC(OC)=O)N1S(=O)(=O)C1=CC=CC=C1)C=1C=C3C=NN(C3=CC1)C(C)C methyl ((1R,3R)-3-(7-bromo-8-(1-isopropyl-1H-indazol-5-yl)-3-methyl-2-oxo-6-(phenylsulfonyl)-3,6-dihydroimidazo[4,5-d]pyrrolo[2,3-b]pyridin-1(2H)-yl)cyclopentyl)carbamate